ClC1=C(C=CC=C1Cl)N1[C@@H](CN(CC1)CCC1CC(C1)NC(C(C)(C)O)=O)C (R)-N-(3-(2-(4-(2,3-dichlorophenyl)-3-methylpiperazin-1-yl)ethyl)cyclobutyl)-2-hydroxy-2-methylpropanamide